CC=1N=C(C2=C(N1)CCNC2)N methyl-5,6,7,8-tetrahydropyrido[4,3-d]pyrimidin-4-amine